CN(C1=CC=C2C(=C3C(=C4CCC[N+]5=C4C(=C3)CCC5)OC2=C1)C1=C(C=C(C=C1)S(=O)(=O)O)S(=O)(=O)[O-])C 2-(12-(dimethylamino)-1,2,3,5,6,7-hexahydrochromeno[2,3-f]pyrido[3,2,1-ij]quinolin-4-ium-9-yl)-5-sulfobenzenesulfonate